N-(3-(cyclobutyl(4-methyl-4H-1,2,4-triazol-3-yl)methyl)phenyl)-5-(((cyclopropylmethyl)amino)methyl)-2-oxo-1-(2,2,2-trifluoroethyl)-1,2-dihydropyridine-3-carboxamide C1(CCC1)C(C=1C=C(C=CC1)NC(=O)C=1C(N(C=C(C1)CNCC1CC1)CC(F)(F)F)=O)C1=NN=CN1C